N-((2-(2,6-dioxopiperidin-3-yl)-1-oxoisoindolin-5-yl)methyl)-2,2-difluoro-2-(1-methyl-6-oxo-1,6-dihydropyridazin-3-yl)acetamide O=C1NC(CCC1N1C(C2=CC=C(C=C2C1)CNC(C(C1=NN(C(C=C1)=O)C)(F)F)=O)=O)=O